CN(C(OC(C)(C)C)=O)CCC(N1CCN(CC1)C1=NC=C(C=N1)C(F)(F)F)=O tert-butyl methyl(3-oxo-3-(4-(5-(trifluoromethyl)pyrimidin-2-yl)piperazin-1-yl)propyl)carbamate